2-(2,2-bis(8-((2-(butylthio)ethyl)thio)octyl)-1,3-dioxolan-4-yl)ethyl methane-sulfonate CS(=O)(=O)OCCC1OC(OC1)(CCCCCCCCSCCSCCCC)CCCCCCCCSCCSCCCC